NC1=NN2C(C=C(C=C2)C2(CC(C(=O)NCC(C(O)C3=CC(=C(C=C3)Cl)F)(F)F)=C(C=C2)Cl)F)=N1 3-(2-amino-[1,2,4]triazolo[1,5-a]pyridin-7-yl)-6-chloro-N-(3-(4-chloro-3-fluorophenyl)-2,2-difluoro-3-hydroxypropyl)-3-fluorobenzamide